C(=O)=C1C(C=CC=O)C=CC=C1 carbonyl-cinnamaldehyde